2-chloro-9-((1s,3s)-3-hydroxycyclobutyl)-7,9-dihydro-8H-purin-8-one ClC1=NC=C2NC(N(C2=N1)C1CC(C1)O)=O